S(OC1=CC=C(C=C1)OCC1=C(C=C(C=C1F)C1=NC(=CC=C1)O)F)(=O)(=O)F 4-((2,6-difluoro-4-(6-hydroxypyridin-2-yl)benzyl)oxy)phenyl sulfurofluoridate